7-(5-aminopyrazol-1-yl)-3-chloro-N-(2-fluoro-2-methyl-propyl)-8,9-dihydro-7H-cyclopenta[h]isoquinoline-5-sulfonamide NC1=CC=NN1C1CCC2=C1C=C(C=1C=C(N=CC21)Cl)S(=O)(=O)NCC(C)(C)F